(S)-2-(((2-acetyl-6-methoxybenzofuran-4-yl)oxy)methyl)pyrrolidine-1-carboxylic acid tert-butyl ester C(C)(C)(C)OC(=O)N1[C@@H](CCC1)COC1=CC(=CC2=C1C=C(O2)C(C)=O)OC